C(C1=CC=CC=C1)N1C(CCC1(OC)CO)(OC)CC N-benzyl-2-ethyl-5-hydroxymethyl-2,5-dimethoxydihydropyrrole